ClC1=C(C=CC(=C1)C#N)/C(=C(/C=1C=C2C=NNC2=CC1)\C1=CC=C(C=C1)/C=C/C(=O)O)/CC (E)-3-(4-((E)-2-(2-chloro-4-cyanophenyl)-1-(1H-indazol-5-yl)but-1-en-1-yl)phenyl)acrylic acid